(3E)-1-bromo-12,12-dihexyloxy-3-dodecene BrCC\C=C\CCCCCCCC(OCCCCCC)OCCCCCC